CC1=C(OC=2C(N(C=CC2C=2C3=C(C(N(C2)C)=O)NC(=C3)C(=O)NCCN3CCOCC3)C)=O)C(=CC=C1)C 4-(3-(2,6-dimethylphenoxy)-1-methyl-2-oxo-1,2-dihydropyridin-4-yl)-6-methyl-N-(2-morpholinoethyl)-7-oxo-6,7-dihydro-1H-pyrrolo[2,3-c]pyridine-2-carboxamide